tert-butyl [5-(2-chloro-4-fluoro-6-methylphenylcarbamoyl)thiazol-2-yl]-carbamate ClC1=C(C(=CC(=C1)F)C)NC(=O)C1=CN=C(S1)NC(OC(C)(C)C)=O